ClC1=C(C=NNC(N)=N)C=CC(=C1)O 2-(2-Chloro-4-hydroxybenzylidene)hydrazinecarboximidamide